N,N-dimethyl-3-(5H-pyrido[3'',4'':4',5']pyrrolo[3',2':4,5]imidazo[1,2-c]pyrimidin-5-yl)benzenesulfonamide CN(S(=O)(=O)C1=CC(=CC=C1)N1C2=C(C=3N=C4N(C=NC=C4)C31)C=NC=C2)C